1-((1R,3R)-1-(benzo[d][1,3]dioxol-5-yl)-3-(morpholine-4-carbonyl)-1,3,4,9-tetrahydro-2H-pyrido[3,4-b]indol-2-yl)prop-2-en-1-one O1COC2=C1C=CC(=C2)[C@H]2N([C@H](CC1=C2NC2=CC=CC=C12)C(=O)N1CCOCC1)C(C=C)=O